Cl.N1N=NC(=C1)COCN1CCCCC1 (((1H-1,2,3-triazol-4-yl)methoxy)methyl)piperidine hydrochloride